2,4-diphenyl-6-(5-(4,4,5,5-tetramethyl-1,3,2-dioxaborolan-2-yl)-[1,1'-biphenyl]-2-yl)-1,3,5-triazine C1(=CC=CC=C1)C1=NC(=NC(=N1)C1=CC=CC=C1)C1=C(C=C(C=C1)B1OC(C(O1)(C)C)(C)C)C1=CC=CC=C1